6-(6-(2-hydroxypropan-2-yl)pyridin-3-yl)-4-isobutyl-3,4-dihydropyrazino[2,3-b]pyrazin-2(1H)-one OC(C)(C)C1=CC=C(C=N1)C=1N=C2C(=NC1)NC(CN2CC(C)C)=O